COC1=C(C=CC(=C1C(=O)[O-])Cl)Cl The molecule is a member of the class of benzoates resuting from the deprotonation of the carboxy group of 3,6-dichloro-2-methoxybenzoic acid (dicamba). Major microspecies at pH 7.3 It derives from an O-methylsalicylate. It is a conjugate base of a dicamba.